6-((3-(4-(3-(1-Amino-6-(cyclopropane-carboxamido)-2,7-naphthyridin-4-yl)-2-methoxyphenyl)-1H-pyrazol-1-yl)azetidin-1-yl)methyl)-N-methyl-N-(2,2,2-trifluoroethyl)picolinamide NC1=NC=C(C2=CC(=NC=C12)NC(=O)C1CC1)C=1C(=C(C=CC1)C=1C=NN(C1)C1CN(C1)CC1=CC=CC(=N1)C(=O)N(CC(F)(F)F)C)OC